2-phenoxytriethylene glycol methacrylate C(C(=C)C)(=O)O.O(C1=CC=CC=C1)C(CO)OCCOCCO